ClC1=C(C=C(C(=O)N2CC=3C(C[C@H]2C)=NNC3C(=O)OCC)C=C1)C(F)(F)F ethyl (R)-5-(4-chloro-3-(trifluoromethyl) benzoyl)-6-methyl-4,5,6,7-tetrahydro-2H-pyrazolo[4,3-c]pyridine-3-carboxylate